ClC=1C=NC=C(C1NC(C1=CC(=C(C=C1)OCCOCCOCCOCCNC1=C2C(N(C(C2=CC=C1)=O)C1C(NC(CC1)=O)=O)=O)OC(F)F)=O)Cl N-(3,5-Dichloropyridin-4-yl)-3-(difluoromethoxy)-4-(2-(2-(2-(2-((2-(2,6-dioxopiperidin-3-yl)-1,3-dioxoisoindolin-4-yl)amino)ethoxy)ethoxy)ethoxy)ethoxy)benzamide